4-((3-chlorobenzyl)amino)-6-(3,5-dimethylisoxazol-4-yl)-N-((trans)-4-hydroxycyclohexyl)quinazoline-2-carboxamide ClC=1C=C(CNC2=NC(=NC3=CC=C(C=C23)C=2C(=NOC2C)C)C(=O)N[C@@H]2CC[C@H](CC2)O)C=CC1